(S)-N-((S)-1-amino-1-oxo-3-((S)-2-oxopyrrolidin-3-yl)propan-2-yl)-3-cyclopropyl-2-(3-(3,5-difluorophenyl)propanamido)propenamide NC([C@H](C[C@H]1C(NCC1)=O)NC(C(=CC1CC1)NC(CCC1=CC(=CC(=C1)F)F)=O)=O)=O